(2R,4R)-4-ethoxy-2-formylpyrrolidine-1-carboxylic acid benzyl ester C(C1=CC=CC=C1)OC(=O)N1[C@H](C[C@H](C1)OCC)C=O